4-(3,6-diazabicyclo[3.1.1]heptane-6-yl)-2-(2,6-dioxopiperidin-3-yl)-5,7-difluoroisoindol C12CNCC(N1C=1C3=CN(C=C3C(=CC1F)F)C1C(NC(CC1)=O)=O)C2